6-(4,4,5,5-Tetramethyl-1,3,2-dioxaborolan-2-yl)benzothiophene CC1(OB(OC1(C)C)C1=CC2=C(C=CS2)C=C1)C